BrC=1C=C(N(N1)CCCC(F)F)C(=O)O 5-bromo-2-(4,4-difluorobutyl)pyrazole-3-carboxylic acid